C(C)(C)(C)OC(=O)N(C(OC(C)(C)C)=O)C1=C2N=CN(C2=NC=N1)CC1=C(C=CC2=CC=CC=C12)OCC(COC)NC(=O)OC(C)(C)C tert-butyl (tert-butoxycarbonyl)(9-((2-(2-((tert-butoxycarbonyl)amino)-3-methoxypropoxy)naphthalen-1-yl)methyl)-9H-purin-6-yl)carbamate